di(2-ethylhexyl) trimellitate C(C=1C(C(=O)[O-])=CC(C(=O)OCC(CCCC)CC)=CC1)(=O)OCC(CCCC)CC